(5RS)-5-[(1,1-Dioxido-1,3-thiazolidin-3-yl)carbonyl]-2-(4-methylbenzyl)-5,6,7,8-tetrahydro[1,2,4]triazolo[4,3-a]pyridin-3(2H)-one O=S1(CN(CC1)C(=O)[C@H]1CCCC=2N1C(N(N2)CC2=CC=C(C=C2)C)=O)=O |r|